C(C=C)N(C(CC)=O)CC1=CC=C(C=C1)C1=NOC(=N1)C(F)(F)F N-Allyl-N-[[4-[5-(trifluoromethyl)-1,2,4-oxadiazol-3-yl]phenyl]-methyl]propanamid